C(C)C1=CC=C(CN2C(C3=C(C=4C=CC=NC24)CCN(C3)C(=O)OC(C)(C)C)=O)C=C1 tert-butyl 6-(4-ethylbenzyl)-5-oxo-1,4,5,6-tetrahydropyrido[3,4-c][1,8]naphthyridine-3(2H)-carboxylate